FC1=C(C=CC(=C1)F)CC(=O)NC1=NC2=C(N1C1(CCC1)C)C=C(C=C2)C(C)(C)O 2-(2,4-difluorophenyl)-N-(6-(2-hydroxypropan-2-yl)-1-(1-methylcyclobutyl)-1H-benzo[d]imidazol-2-yl)acetamide